ClC=1C=C2C(=CN1)N(C(=C2)C=2C(=NC=C(C2)F)OC2CC2)C 3-{5-chloro-1-methylpyrrolo[2,3-c]pyridin-2-yl}-2-cyclopropyloxy-5-fluoropyridine